Bis-(N,N-diethylaminoethyl)adipate C(C)N(CC)CCOC(CCCCC(=O)OCCN(CC)CC)=O